[C].[Co].[Pt] platinum-cobalt carbon